NC1=C(C=C(C=N1)N1CCN(CC1)C(=O)OC(C)(C)C)C tert-butyl 4-(6-amino-5-methylpyridin-3-yl)piperazine-1-carboxylate